COC=1C=C2C=NNC2=CC1C1=CC(=NC=C1C(=O)O)C 4-(5-methoxy-1H-indazol-6-yl)-6-methylnicotinic Acid